tert-butyl (R)-6-(4-(2-(((trifluoromethyl) sulfonyl) oxy) phenyl) piperidin-1-yl)-2-azaspiro[3.4]octane-2-carboxylate FC(S(=O)(=O)OC1=C(C=CC=C1)C1CCN(CC1)[C@H]1CC2(CN(C2)C(=O)OC(C)(C)C)CC1)(F)F